2-(difluoromethoxy)-7-methyl-5-(4,4,5,5-tetramethyl-1,3,2-dioxaborolan-2-yl)quinoxaline FC(OC1=NC2=CC(=CC(=C2N=C1)B1OC(C(O1)(C)C)(C)C)C)F